COC(=O)C1=C(C2=NC=CC(=C2S1)C1=C(C(=CC(=C1)F)F)F)N1CCOCC1 3-morpholino-7-(2,3,5-trifluorophenyl)thieno[3,2-b]pyridine-2-carboxylic acid methyl ester